2-{[(1S)-1-{4-[(4-propenoylpiperazin-1-yl)carbonyl]-3-fluorophenyl}ethyl]amino}-8-[(2S)-3-methylbutan-2-yl]pyrido[2,3-d]pyrimidin-7(8H)-one C(C=C)(=O)N1CCN(CC1)C(=O)C1=C(C=C(C=C1)[C@H](C)NC=1N=CC2=C(N1)N(C(C=C2)=O)[C@@H](C)C(C)C)F